Cl.ClCC1=NC=CC2=CC(=CC=C12)F 1-(chloromethyl)-6-fluoroisoquinoline hydrochloride